COCCN1C[C@H]([C@@H](C1)C1=CC=CC=C1)NC(=O)NC1=CC(=NN1C)C1=CC=CC=C1 1-(trans-1-(2-methoxyethyl)-4-phenylpyrrolidin-3-yl)-3-(1-methyl-3-phenyl-1H-pyrazol-5-yl)urea